8,8'-(((1s,4s)-4-hydroxycyclohexyl)azanediyl)bis(N,N-di(dec-9-en-1-yl)octanamide) OC1CCC(CC1)N(CCCCCCCC(=O)N(CCCCCCCCC=C)CCCCCCCCC=C)CCCCCCCC(=O)N(CCCCCCCCC=C)CCCCCCCCC=C